1-ethylpropane-1,3-diamine C(C)C(CCN)N